cyclopropyl-[cis-7-fluoro-5-isopropyl-6,7-dihydro-5H-pyrrolo[1,2-b][1,2,4]triazol-2-yl]methanone C1(CC1)C(=O)C=1N=C2N(N1)[C@@H](C[C@@H]2F)C(C)C